FC=1C(=NC(=NC1)NC1=CC=C(C=C1)N1CCN(CC1)C)NC1=C(C(=O)NO)C=CC=C1 2-((5-fluoro-2-((4-(4-methylpiperazin-1-yl)phenyl)amino)pyrimidin-4-yl)amino)-N-hydroxybenzamide